C(N)(OCC(=C(F)C(C)(C)C)COC=1C=C2CCN(C(C2=CC1)=O)C(C)C)=O tert-butyl-(3-fluoro-2-(((2-isopropyl-1-oxo-1,2,3,4-tetrahydroisoquinolin-6-yl) oxy) methyl) allyl) carbamate